N-[(3R)-piperidin-3-yl]pyrimidine N1C[C@@H](CCC1)N1CN=CC=C1